CN(C)CCCOCC1(OB(OC1(C)C)C1=CC=CC=C1)C 3-(N,N-dimethylamino)propoxyphenylboronic acid pinacol ester